4-(((cis)-4-(4-cyanophenyl)cyclohexyl)oxy)-1H-1,2,3-triazole-5-carboxylic acid C(#N)C1=CC=C(C=C1)[C@H]1CC[C@H](CC1)OC=1N=NNC1C(=O)O